2-Cyclopropylmethoxy-5-nitro-N-(1-(3-(thiazol-2-yl)phenyl)ethyl)benzamide C1(CC1)COC1=C(C(=O)NC(C)C2=CC(=CC=C2)C=2SC=CN2)C=C(C=C1)[N+](=O)[O-]